CC1=C(C=C(C=C1)NC(=O)N1C[C@@H](CC1)CC(F)(F)F)C1=CC(=NC(=C1)N1CCOCC1)N1C[C@]2(CC2C1)NC(OC(C)(C)C)=O tert-butyl N-[(1R)-3-(4-{2-methyl-5-[(3S)-3-(2,2,2-trifluoroethyl)pyrrolidine-1-carbonylamino]phenyl}-6-(morpholin-4-yl)pyridin-2-yl)-3-azabicyclo[3.1.0]hexan-1-yl]carbamate